C1(CCC=CCCCO1)=O δ-Octenolacton